N4-(5-cyclopropyl-1H-pyrazol-3-yl)-N2-(1H-pyrrolo[2,3-b]pyridin-5-yl)quinazoline-2,4-diamine C1(CC1)C1=CC(=NN1)NC1=NC(=NC2=CC=CC=C12)NC=1C=C2C(=NC1)NC=C2